6-((1-(3-(4-chloro-1H-pyrazol-1-yl)-4,4-difluorobutyryl)-4-hydroxypiperidin-4-yl)methyl)-3-(4-hydroxyphenyl)isothiazolo[4,3-d]pyrimidin-7(6H)-one ClC=1C=NN(C1)C(CC(=O)N1CCC(CC1)(O)CN1C=NC=2C(C1=O)=NSC2C2=CC=C(C=C2)O)C(F)F